CNC(NC)=O Dimethyl-urea